C(C)(=O)N1CC[C@H]2NCC[C@H]21 (3aR,6aR)-4-acetylhexahydropyrrolo[3,2-b]pyrrol